6-((4-((2-methoxy-3-(1-methyl-1H-pyrazol-3-yl)phenyl)amino)-2-methyl-3-oxo-2,3-dihydro-1H-pyrazolo[3,4-b]pyridin-6-yl)amino)pyridinecarbonitrile COC1=C(C=CC=C1C1=NN(C=C1)C)NC1=C2C(=NC(=C1)NC1=CC=CC(=N1)C#N)NN(C2=O)C